4-chloro-2-(furan-2-yl)-6-methylthieno[2,3-d]pyrimidine ClC=1C2=C(N=C(N1)C=1OC=CC1)SC(=C2)C